O[C@H]([C@H]1C(CCCC1)=O)C1=CC=C(C=C1)[N+](=O)[O-] (S)-2-((R)-hydroxy(4-nitrophenyl)methyl)cyclohexane-1-one